N-chlorohydroxylamine ClNO